3-{5-[5-Fluoro-6-(2-methoxy-ethoxy)-1H-indazol-3-yl]-isoxazol-3-yl}-N,N-dimethyl-benzamide FC=1C=C2C(=NNC2=CC1OCCOC)C1=CC(=NO1)C=1C=C(C(=O)N(C)C)C=CC1